(Z)-1-(((1r,4r)-4-aminocyclohexyl)methyl)-3-((3,5-dimethyl-1H-pyrrol-2-yl)methylene)-5-fluoro-N-methyl-2-oxoindoline-6-carboxamide hydrochloride Cl.NC1CCC(CC1)CN1C(\C(\C2=CC(=C(C=C12)C(=O)NC)F)=C/C=1NC(=CC1C)C)=O